((2-methoxypropyl)amino)-5-(2,3,5-trifluorophenyl)-4H-benzo[e][1,2,4]thiadiazine 1,1-dioxide COC(CNC1=NS(C2=C(N1)C(=CC=C2)C2=C(C(=CC(=C2)F)F)F)(=O)=O)C